8-chloro-6-(pyrimidin-4-ylamino)spiro[2H-imidazo[1,5-a]pyridine-3,2'-indan]-1,1',5-trione ClC1=C2N(C(C(=C1)NC1=NC=NC=C1)=O)C1(C(C3=CC=CC=C3C1)=O)NC2=O